6-([2,2':6',2''-terpyridin]-4'-yloxy)hexyl 3-(3,4-bis((tert-butyldimethylsilyl)oxy)phenyl)-2-((tert-butoxycarbonyl)amino)propanoate [Si](C)(C)(C(C)(C)C)OC=1C=C(C=CC1O[Si](C)(C)C(C)(C)C)CC(C(=O)OCCCCCCOC1=CC(=NC(=C1)C1=NC=CC=C1)C1=NC=CC=C1)NC(=O)OC(C)(C)C